C(C(=O)O)(=O)O.CN(CCCNCC1=CC=C(C=C1)C=1N=C(C2=C(N1)N(C=C2)C2=CC=C(C=C2)CNCCCN(C)C)C2=CC=C(C=C2)CNCCCN(C)C)C 2,4,7-Tri{4-[(3-dimethylaminopropyl)aminomethyl]phenyl}-7H-pyrrolo[2,3-d]pyrimidine oxalate